C(C)(=O)NC([C@@H](N)CS)=O N-Acetylcysteineamide